C1(C(=O)OCCCCO1)=O 2-butylene oxalate